3-(5,7-dichloro-1-oxoisoindolin-2-yl)piperidine-2,6-dione ClC=1C=C2CN(C(C2=C(C1)Cl)=O)C1C(NC(CC1)=O)=O